5,6-dimethylquinoline CC1=C2C=CC=NC2=CC=C1C